C12(OC=CC3=C1NC1=CC=CC=C31)CCC(CC2)N spiro[cyclohexane-1,1'-pyrano[3,4-b]indol]-4-amine